C(C)OC(=O)C=1C(=NOC1C)C1=NC=C(C=C1)Cl 3-(5-chloro-2-pyridinyl)-5-methyl-isoOxazole-4-carboxylic acid ethyl ester